OCCN1CCN(CC1)CCCS(=O)(=O)[O-].[Na+].S(N)(=O)(=O)C=1C=C(C=CC1N1N=CC(=N1)C(F)(F)F)CC(=O)N 3-sulfamoyl-4-[4-(trifluoromethyl)-2H-1,2,3-triazol-2-yl]Phenyl-acetamide sodium 3-[4-(2-Hydroxyethyl)piperazin-1-yl]propane-1-sulfonate